tert-butyl N-[(1S)-1-(5-{1-methyl-4-[(2R)-2-methylbut-3-enamido]-1H-pyrazol-5-yl} pyridin-3-yl)but-3-en-1-yl]carbamate CN1N=CC(=C1C=1C=C(C=NC1)[C@H](CC=C)NC(OC(C)(C)C)=O)NC([C@@H](C=C)C)=O